4-chloro-6-((2-methoxyphenyl)amino)-N-phenylpyridinamide ClC1=CC(=NC(=C1)NC1=C(C=CC=C1)OC)C(=O)NC1=CC=CC=C1